3-(2-(bis(2-hydroxyethyl)amino)-1,1-difluoro-2-oxoethyl)-N-(3,4-difluorophenyl)-4-fluorobenzamide OCCN(C(C(F)(F)C=1C=C(C(=O)NC2=CC(=C(C=C2)F)F)C=CC1F)=O)CCO